1-benzyloxy-5-bromo-4-tert-butyl-2-methyl-benzene C(C1=CC=CC=C1)OC1=C(C=C(C(=C1)Br)C(C)(C)C)C